Cl.Cl.Cl.FC1=CC(=C(N)C=C1CCN1CCOCC1)N1CCCCC1 4-fluoro-5-(2-morpholinoethyl)-2-(piperidin-1-yl)aniline tri-hydrochloride